(R)-N-(2-cyclopropoxyethyl)-N-(5-(5,6,7,8-tetrahydro-1,8-naphthyridin-2-yl)pentyl)pyrrolidin-3-amine C1(CC1)OCCN([C@H]1CNCC1)CCCCCC1=NC=2NCCCC2C=C1